((((4-(hydroxymethyl)-3-nitrobenzyl) oxy) carbonyl) amino) hexanoate C(CCCCC)(=O)ONC(=O)OCC1=CC(=C(C=C1)CO)[N+](=O)[O-]